trans-2-[(2-Amino-3,5-dibromo-benzyl)-methylamino]-cyclohexanthiol NC1=C(CN([C@H]2[C@@H](CCCC2)S)C)C=C(C=C1Br)Br